FC1(CCN(CC1)C1=CC(=CC(=N1)N1N=NC(=C1)C1=C(C=C(C=C1)NS(=O)(=O)C1CC1)N1CCC2(CC2)CC1)C)F N-(4-(1-(6-(4,4-difluoropiperidin-1-yl)-4-methylpyridin-2-yl)-1H-1,2,3-triazol-4-yl)-3-(6-azaspiro[2.5]octan-6-yl)phenyl)cyclopropanesulfonamide